C(C)N1C(C(=CC1)C1=CC=2C(=NC=CC2NC=2C=CC3=C(N=CS3)C2)S1)C N-(2-(1-ethyl-2-methyl-2,5-dihydro-1H-pyrrol-3-yl)thieno[2,3-b]pyridin-4-yl)benzo[d]thiazol-5-amine